C1(=C(C(=C2C(=CC=C3C4=CC=CC5=CC=CC(C1=C23)=C45)C(=O)O)C(=O)O)C(O)=N)C(O)=N perylenetetracarboxylic acid diimide